1-(7-bromoquinoxalin-2-yl)ethane-1-amine BrC1=CC=C2N=CC(=NC2=C1)C(C)N